CC1=NC=C(N=C1)C 2,5-Dimethyl-pyrazine